O=C1NC(CCC1N1C(C2=CC=C(C=C2C1=O)NCCCCCC(N1CCC(CC1)C=1C=NC2=CC=CC=C2C1)=O)=O)=O 2-(2,6-dioxopiperidin-3-yl)-5-((6-oxo-6-(4-(quinolin-3-yl)piperidin-1-yl)hexyl)amino)isoindoline-1,3-dione